BrC1=C(C=C2C(=NC(=NC2=C1F)F)N1C2CN(C(C1)C2)C(=O)OC(C)(C)C)Cl tert-butyl 5-(7-bromo-6-chloro-2,8-difluoroquinazolin-4-yl)-2,5-diazabicyclo[2.2.1]heptane-2-carboxylate